7-((2-((2-(difluoromethoxy)-4-(4-(4-methylpiperazin-1-yl)piperidin-1-yl)phenyl)amino)-5-(trifluoromethyl)pyrimidin-4-yl)amino)isoindolin-1-one FC(OC1=C(C=CC(=C1)N1CCC(CC1)N1CCN(CC1)C)NC1=NC=C(C(=N1)NC=1C=CC=C2CNC(C12)=O)C(F)(F)F)F